N1N=CC(=C1)NC1=C(N=NC(=C1)C1=C(C=CC=C1F)F)C(=O)OC Methyl 4-((1H-pyrazol-4-yl)amino)-6-(2,6-difluorophenyl)pyridazine-3-carboxylate